NC=1C=C(C#N)C=C(C1)[C@@H](C)NC1=NC(=NC2=CC(=C(C=C12)OC)C(=O)N1CCOCC1)C (R)-3-amino-5-(1-((6-methoxy-2-methyl-7-(morpholine-4-carbonyl)quinazolin-4-yl)amino)ethyl)benzonitrile